3,4-dichlorotetrahydrothiophene 1,1-dioxide ClC1CS(CC1Cl)(=O)=O